9-(4-ethynyltetrahydro-2H-pyran-4-yl)-7-(methyl-d3)-7,9-dihydro-8H-purin-8-one C(#C)C1(CCOCC1)N1C2=NC=NC=C2N(C1=O)C([2H])([2H])[2H]